CC(C)(C)OC(=O)NC1CCNCC1 4-(N-Boc-amino)piperidine